C(#C)C1=NC=NC2=CC(=C(C=C12)NC(CC)=O)OC N-(4-ethynyl-7-methoxyquinazolin-6-yl)propionamide